tetraglycidyl-aminophenylmethane C(C1CO1)C=1C(=C(C(=C(C1)CN)CC1CO1)CC1CO1)CC1CO1